OC(CS(=O)(=O)[O-])CO.[Na+] sodium 2,3-dihydroxy-1-propanesulfonate